calcium-magnesium-lead-zinc-copper [Cu].[Zn].[Pb].[Mg].[Ca]